FC1=C(C=CC(=C1)C)C=1N(C(=CC1C(=O)N)C1=C2C(=NC=C1)NC=C2)COCC[Si](C)(C)C 2-(2-fluoro-4-methylphenyl)-5-(1H-pyrrolo[2,3-b]pyridin-4-yl)-1-{[2-(trimethylsilyl)ethoxy]methyl}-1H-pyrrole-3-carboxamide